NC1CCC(CC1)CN(C1=CC=C(C=C1)N1[C@H](C2=CC(=C(C=C2CC1=O)OC)OC(C)C)C1=CC=C(C=C1)Cl)C (1S)-2-[4-[(4-aminocyclohexyl)methyl-methyl-amino]phenyl]-1-(4-chlorophenyl)-7-isopropoxy-6-methoxy-1,4-dihydroisoquinolin-3-one